NC1=NC=CC(=C1)C1=C(C=2C(N(C[C@H](C2N1)CC(F)(F)F)C)=O)NC=1N=CSC1 |r| (7RS)-2-(2-aminopyridin-4-yl)-5-methyl-3-[(1,3-thiazol-4-yl)amino]-7-(2,2,2-trifluoroethyl)-1,5,6,7-tetrahydro-4H-pyrrolo[3,2-c]pyridin-4-one